ClC1=C(C=CC=C1Cl)SC=1N=CC(=NC1C)N1CCC(CC1)(N)C 1-(5-((2,3-dichlorophenyl)thio)-6-methylpyrazin-2-yl)-4-methylpiperidin-4-amine